tert-Butyl (tert-butoxycarbonyl)(2-methyl-7H-pyrrolo[2,3-d]pyrimidin-4-yl)carbamate C(C)(C)(C)OC(=O)N(C(OC(C)(C)C)=O)C=1C2=C(N=C(N1)C)NC=C2